FC(F)(F)C=1C(=C(C=CC1)N(C1=CC=CC=C1)C1=CC=CC=C1)C(F)(F)F bis(trifluoromethyl)triphenylamine